N1(CCCCCC1)C=1N=C(C2=C(C=NNC2=O)N1)NC1=CC=C(C=C1)N1CCN(CC1)C(C(=O)N)(C)C 2-(4-(4-((2-(azepan-1-yl)-5-oxo-5,6-dihydropyrimido[4,5-d]pyridazin-4-yl)amino)phenyl)piperazin-1-yl)-2-methylpropanamide